N=1N=CN(C1)N(C1=CC=CC=C1)C1=CC=CC=C1 N-(4H-1,2,4-triazol-4-yl)diphenylamine